C(C)(C)(C)C(=O)NN(C)CCC1=NC=C(C=C1[C@H]1N(CCC1)C1=NC=2N(C=C1)N=CC2C(=O)O)F (S)-5-(2-(2-(2-(2-(tert-butylcarbonyl)-1-methylhydrazino)ethyl)-5-fluoropyridin-3-yl)pyrrolidin-1-yl)pyrazolo[1,5-a]pyrimidine-3-carboxylic acid